rhenium sulphur arsenic [As].[S].[Re]